FC(C(=O)O)(F)F.C(#N)C1=C(C=C2CCNCC2=C1)CC(=O)OC methyl 2-(7-cyano-1,2,3,4-tetrahydroisoquinolin-6-yl)acetate trifluoroacetate